meglumine sodium [Na].N(C)C[C@H](O)[C@@H](O)[C@H](O)[C@H](O)CO